(E)-7-(3-(4-trifluoromethylbenzyl)-2,5-dioxopyrrolidinyl)heptanoic acid ethyl ester C(C)OC(CCCCCCN1C(C(CC1=O)CC1=CC=C(C=C1)C(F)(F)F)=O)=O